C1(=CC=CC=C1)N(C([O-])=O)C1(CC1)C#CC1=C(C=C(C(=C1)OC)Cl)C1(CC1)C.C(CCCCCCCCCCCCCCCCCCCCCCCCCCC)[NH+](C)C octacosanyl-dimethyl-ammonium phenyl-(1-((4-chloro-5-methoxy-2-(1-methylcyclopropyl)phenyl)-ethynyl)cyclopropyl)carbamate